O1C(CCCC1)N1N=CC(=C1)C=1C=CC2=C(C1)COC1=NC(=CC=C12)OC1CC(NC(C1)(C)C)(C)C 8-(1-(tetrahydro-2H-pyran-2-yl)-1H-pyrazol-4-yl)-3-((2,2,6,6-tetramethylpiperidin-4-yl)oxy)-6H-isochromeno[3,4-b]pyridine